FC=1C=CC2=C(CCO2)C1CNC(OC(C)(C)C)=O tert-butyl N-[(5-fluoro-2,3-dihydrobenzofuran-4-yl)methyl]carbamate